(S)-1-[(S)-3-Methyl-1-{[4-(1-methyl-1H-imidazol-2-ylthio)-1-piperidyl]carbonyl}butyl]-3-isobutyl-2-piperazinone CC(C[C@@H](C(=O)N1CCC(CC1)SC=1N(C=CN1)C)N1C([C@@H](NCC1)CC(C)C)=O)C